C(C)OC1=NC=CC=C1C1=NC(=C(C=C1)OC1CC2(CN(C2)C2=NC=C(C=C2C(F)(F)F)F)C1)C(=O)N[C@H]1CN(CC1)C (R)-2'-ethoxy-5-((2-(5-fluoro-3-(trifluoromethyl)pyridin-2-yl)-2-azaspiro[3.3]heptan-6-yl)oxy)-N-(1-methylpyrrolidin-3-yl)-[2,3'-bipyridine]-6-carboxamide